NC1=NC=NC=2N(C3=CC=C(C=C3C21)C(C)O)CC(=O)OCC ethyl 2-(4-amino-6-(1-hydroxyethyl)-9H-pyrimido[4,5-b]indol-9-yl)acetate